(S)-1-cyano-N-(3-(3-methoxyphenyl)isoxazol-5-yl)-N-methylpyrrolidine-2-carboxamide C(#N)N1[C@@H](CCC1)C(=O)N(C)C1=CC(=NO1)C1=CC(=CC=C1)OC